ClC=1C=CC(=C(C1)NC(CC(CCCCCCCCC)=O)=O)O N-(5-chloro-2-hydroxyphenyl)-3-oxododecanamide